[2H]C1=C(C(=C(C(=C1[2H])[2H])B(O)O)[2H])[2H] phenylboronic acid-D5